C(C1=CC=CC=C1)OC1=CC(=C(C(=O)OC2=C(C(=C(C(=O)OC3=C(C(=C(C(=C3)C)C(=O)OC3=C(C(=C(C(=C3C)C)C(=O)OCOC)C)CC)O)C)C(=C2C)C)C)F)C(=C1)C)OC 4-((2-ethyl-4-((methoxymethoxy)carbonyl)-3,5,6-trimethylphenoxy)carbonyl)-3-hydroxy-2,5-dimethylphenyl 4-((4-(benzyloxy)-2-methoxy-6-methylbenzoyl)oxy)-3-fluoro-2,5,6-trimethylbenzoate